C(C)(C)C=1C(=NNC1C=1C=C(C=2N(C1)N=CN2)C)C=2SC(=CN2)C2CCN(CC2)CC#N 2-(4-(2-(4-isopropyl-5-(8-methyl-[1,2,4]triazolo[1,5-a]pyridin-6-yl)-1H-pyrazol-3-yl)thiazol-5-yl)piperidin-1-yl)acetonitrile